N-(1H-imidazol-2-yl)azetidine-3-carboxamide hydrochloride Cl.N1C(=NC=C1)NC(=O)C1CNC1